N[C@@H](CO)[C@@H](\C=C\CCCCCCCCCCCCC)O (2S,3R,E)-2-aminooctadeca-4-ene-1,3-diol